ClC=1C=CC2=C(C1)OCC=1N=CSC12 7-chloro-4H-chromeno[3,4-d]thiazole